C(C)(C)(C)OC(=O)N1CC(C1)(C)C#CC(=O)O 3-(1-tert-butoxycarbonyl-3-methyl-azetidin-3-yl)prop-2-ynoic acid